5-fluoro-2-(tributylstannyl)pyrimidine FC=1C=NC(=NC1)[Sn](CCCC)(CCCC)CCCC